2-amino-3,3,3-trifluoro-N-((3R,5S)-5-methyl-1-(8-(trifluoromethyl)quinolin-5-yl)piperidin-3-yl)propanamide NC(C(=O)N[C@H]1CN(C[C@H](C1)C)C1=C2C=CC=NC2=C(C=C1)C(F)(F)F)C(F)(F)F